NC([C@H](C[C@H]1C(NCC1)=O)NC([C@H](CC(C)C)NC(CC(C)(O)C1=CC=C(C=C1)Cl)=O)=O)=O (2S)-N-[(1S)-2-amino-2-oxo-1-[[(3S)-2-oxopyrrolidin-3-yl]methyl]ethyl]-2-[[3-(4-chlorophenyl)-3-hydroxy-butanoyl]amino]-4-methyl-pentanamide